CS(=O)(=O)OC1=C(C=CC(=C1)OC1C(NC(CC1)=O)=O)C1CCNCC1 [5-[(2,6-dioxo-3-piperidyl)oxy]-2-(4-piperidyl)phenyl] methanesulfonate